N-(1-isobutoxyethyl)isobutyramide C(C(C)C)OC(C)NC(C(C)C)=O